C[Si](O[Ti])(C)C (TRIMETHYLSILOXY)TITANIUM